C(C)C1=C(C=NC(=C1)C)C1=C2C=C(NC2=C(C(=C1)C1=CCCN(C1)C(CCN1N=CC=C1)=O)F)C(=O)OC methyl 4-(4-ethyl-6-methyl-3-pyridyl)-7-fluoro-6-[1-(3-pyrazol-1-ylpropanoyl)-3,6-dihydro-2H-pyridin-5-yl]-1H-indole-2-carboxylate